Methyl 2-((4-((R)-2-(4-chloro-2-(methoxy-d3) phenyl)-2H-chromen-8-yl-2-d) piperidin-1-yl) methyl)-3-(((S)-oxetan-2-yl) methyl)-3H-imidazo[4,5-b]pyridine-5-carboxylate ClC1=CC(=C(C=C1)[C@@]1(OC2=C(C=CC=C2C=C1)C1CCN(CC1)CC1=NC=2C(=NC(=CC2)C(=O)OC)N1C[C@H]1OCC1)[2H])OC([2H])([2H])[2H]